6'-((6-aminopyrimidin-4-yl)amino)-4-hydroxy-8'-methyl-2'H-spiro[cyclohexane-1,3'-imidazo[1,5-a]pyridine]-1',5'-dione hydrochloride Cl.NC1=CC(=NC=N1)NC1=CC(=C2N(C1=O)C1(NC2=O)CCC(CC1)O)C